COC(=O)C1(CC(=NO1)C1=CC(=CC(=C1)F)F)C=C 3-(3,5-difluorophenyl)-5-vinyl-4H-isoxazole-5-carboxylic acid methyl ester